ClC1=CC(=C(C=C1)C1CCN(CC1)C1=C(C=CC=C1)S(=O)(=O)N)F ((2-(4-(4-chloro-2-fluorophenyl)piperidin-1-yl))Phenyl)sulfonamide